[Si](C1=CC=CC=C1)(C1=CC=CC=C1)(C(C)(C)C)OC1CC(C1)C(CC#N)=O 3-((1s,3s)-3-[(tert-butyldiphenylsilyl)oxy]cyclobutyl)-3-oxopropanenitrile